C(#N)C=1C=CC(=C(C1)C1=CC(=NC=C1C(=O)NC=1SC2=C(N1)C(NC2)C(C=2C=CC=NC2)=O)C)OC 4-(5-Cyano-2-methoxyphenyl)-6-methyl-N-(5-picolinoyl-5,6-dihydro-4H-pyrrolo[3,4-d]thiazol-2-yl)nicotinamide